FC=1C(=CC=2C3=C(NC(C2C1)=O)COCC3N(C(=O)C=3C=CC1=C(N(N=C1C3)C(F)F)OC)C)F N-(8,9-difluoro-6-oxo-1,4,5,6-tetrahydro-2H-pyrano[3,4-c]isoquinolin-1-yl)-2-(difluoromethyl)-3-methoxy-N-methyl-2H-indazole-6-carboxamide